ClC=1C=C(C=C2C3(C(NC12)=O)CC3)C3=NNC(CC3C)=O 7'-chloro-5'-(4-methyl-6-oxo-1,4,5,6-tetrahydropyridazin-3-yl)spiro[cyclopropane-1,3'-indolin]-2'-one